ClC(SCC)=O S-ethyl chloromethanethioate